tert-Butyl 4-[2-[4-[(3R,5R)-5-[(3-bromo-4-oxo-pyrido[1,2-a]pyrimidin-2-yl)amino]-1-methyl-3-piperidyl]phenoxy]ethyl]piperidine-1-carboxylate BrC1=C(N=C2N(C1=O)C=CC=C2)N[C@@H]2C[C@@H](CN(C2)C)C2=CC=C(OCCC1CCN(CC1)C(=O)OC(C)(C)C)C=C2